8-fluoro-6-[4-(1-methyl-4-piperidyl)phenyl]isoquinolin-1-one FC=1C=C(C=C2C=CNC(C12)=O)C1=CC=C(C=C1)C1CCN(CC1)C